5-(4-{4-[(5,6-dihydro-4H-1,3-oxazin-2-yl)amino]-2-(trifluoromethyl)phenoxy}-1-{[2-(trimethylsilyl)ethoxy]methyl}-1H-pyrrolo[2,3-b]pyridin-3-yl)-2-[(propan-2-yl)oxy]benzonitrile O1C(=NCCC1)NC1=CC(=C(OC2=C3C(=NC=C2)N(C=C3C=3C=CC(=C(C#N)C3)OC(C)C)COCC[Si](C)(C)C)C=C1)C(F)(F)F